FC=1C(=NC(=NC1)N1C(=NC2=C1C=CC=C2)N)C=2C=NC(=CC2)N2CCN(CC2)CCC(C)C 1-(5-fluoro-4-(6-(4-isopentylpiperazin-1-yl)pyridin-3-yl)pyrimidin-2-yl)-1H-benzo[d]imidazol-2-amine